C(C)N(C=1C=C(C=CC1)C)CC1=C(C=C(C=C1)S(=O)(=O)O)O 4-((ethyl-(m-tolyl)amino)methyl)-3-hydroxybenzenesulfonic acid